B(C1=CC=C(C=C1)S(=O)(=O)N(CC2=CC=C(C=C2)OC)C3CC3)(O)O 4-[N-CYCLOPROPYL-N-(4-METHOXYBENZYL)SULFAMOYL]PHENYLBORONIC ACID